OCCNC(=O)N1C[C@@H]2CN([C@H](C1)C(C2)(C)C)C2=CC=C(C=C2)N2CCCCC2 (1S,5S)-N-(2-hydroxyethyl)-9,9-dimethyl-6-(4-(piperidin-1-yl)phenyl)-3,6-diazabicyclo[3.2.2]nonane-3-carboxamide